(1S,3s)-3-(4-(8-chloro-7-((2-methyl-1H-benzo[d]imidazol-6-yl)oxy)quinoxalin-2-yl)-1H-pyrazol-1-yl)-1-methylcyclobutanol ClC=1C(=CC=C2N=CC(=NC12)C=1C=NN(C1)C1CC(C1)(O)C)OC=1C=CC2=C(NC(=N2)C)C1